N1=CN=CC=2C(CC(CC12)=O)=O quinazoline-5,7(6H)-dione